5-(2-(3,4-dimethoxyphenyl)-3-isopropyl-1H-indol-5-yl)-N-methyl-N-(2-(pyridin-2-yl)ethyl)-1,3,4-oxadiazole-2-carboxamide COC=1C=C(C=CC1OC)C=1NC2=CC=C(C=C2C1C(C)C)C1=NN=C(O1)C(=O)N(CCC1=NC=CC=C1)C